N-((1R,2S)-2-fluorocyclopropyl)-7-(methylamino)-5-((1-morpholino-2-carbonyl-1,2-dihydropyridin-3-yl)amino)pyrazolo[1,5-a]pyrimidine-3-carboxamide F[C@@H]1[C@@H](C1)NC(=O)C=1C=NN2C1N=C(C=C2NC)NC=2C(N(C=CC2)N2CCOCC2)=C=O